1-(2-chlorophenyl)ethane ClC1=C(C=CC=C1)CC